C1(CC1)C1=NC=NC(=C1C1=NC=CC(=N1)OCC1=C(C=C(C=C1)C=1N(C=C(N1)C(F)(F)F)C)CC)OC 4-cyclopropyl-5-[4-[[2-ethyl-4-[1-methyl-4-(trifluoromethyl)imidazol-2-yl]phenyl]methoxy]pyrimidin-2-yl]-6-methoxy-pyrimidine